Aluminanon [AlH]1C(CCCC1)=O